(5R,6S,7R)-6-(6-fluoro-1-methyl-1H-indol-3-yl)-7-nitro-5-phenylspiro[2.4]heptane-5-carboxylic acid benzyl ester C(C1=CC=CC=C1)OC(=O)[C@@]1(CC2(CC2)[C@@H]([C@H]1C1=CN(C2=CC(=CC=C12)F)C)[N+](=O)[O-])C1=CC=CC=C1